(S)-N-((S)-1-(6-chloro-1-(cis-3-(ethylsulfonyl)cyclobutoxy)-2,7-naphthyridin-4-yl)butyl)-2-methylpropan-2-sulfinamide ClC=1C=C2C(=CN=C(C2=CN1)O[C@@H]1C[C@@H](C1)S(=O)(=O)CC)[C@H](CCC)N[S@@](=O)C(C)(C)C